C(C)OCOC1=C(C(=CC(=C1)C)C)C1=CN=C(N=N1)SC 6-(2-(ethoxymethoxy)-4,6-dimethylphenyl)-3-(methylthio)-1,2,4-triazine